3-(2-pyridyldithio)propionic acid-succinimidyl ester C1(CCC(N1OC(CCSSC1=NC=CC=C1)=O)=O)=O